ClC1=C(N=C(N=N1)Cl)Cl trichloro-1,2,4-triazine